bicycloheptanal C1(CCCCCC1)(C1CCCCCC1)C=O